CN1C(C2=C(C=C1)C=CN2)=O 6-methyl-7-oxo-6,7-dihydro-1H-pyrrolo[2,3-c]pyridine